ClC1=C2C(=NC=C1)NC(=C2)C(C)(C)O 2-(4-chloro-1H-pyrrolo[2,3-b]pyridin-2-yl)propan-2-ol